4-amino-1-(3,3-difluoro-4-hydroxy-5-hydroxymethyltetrahydrofuran-2-yl)pyrimidin-2(1H)-one NC1=NC(N(C=C1)C1OC(C(C1(F)F)O)CO)=O